BrCC1=CC=C(C=C1)S(=O)(=O)N(CC1=CC=C(C=C1)OC)CC1=CC=C(C=C1)OC 4-(bromomethyl)-N,N-bis[(4-methoxyphenyl)methyl]benzenesulfonamide